C1=NC(=CC=2N1C=CC2)C(=O)O Pyrrolo[1,2-c]pyrimidine-3-carboxylic acid